4-(triethoxy)silylbutyronitrile C(C)O[Si](CCCC#N)(OCC)OCC